methyl-2'-oxo-3,4-dihydro-1H-spiro[naphthalene-2,3'-pyrrolidine] CN1C(C2(CC1)CC1=CC=CC=C1CC2)=O